5-allyl-1-methyl-1H-indazole-6-amine C(C=C)C=1C=C2C=NN(C2=CC1N)C